[1,3]Dioxazole-4-carboxylic acid O1NOC(=C1)C(=O)O